({6-[(1,3-benzothiazol-2-yl)amino]-5-(hydroxymethyl)-4-methylpyridazin-3-yl}amino)-1,3-thiazole-4-carboxylic acid ethyl ester C(C)OC(=O)C=1N=C(SC1)NC=1N=NC(=C(C1C)CO)NC=1SC2=C(N1)C=CC=C2